FC=1C(=CC2=C(N(C(=N2)C2=CC=C(C=C2)S(=O)(=O)C)C)C1)C1CCN(CC1)C1CCN(CC1)C(C)C 6-fluoro-5-(1'-isopropyl-[1,4'-bipiperidin]-4-yl)-1-methyl-2-(4-(methylsulfonyl)phenyl)-1H-benzo[d]imidazole